acryloxy-3-methoxybenzaldehyde C(C=C)(=O)OC1=C(C=O)C=CC=C1OC